5-bromo-2-(trifluoromethoxy)benzoylhydrazine BrC=1C=CC(=C(C(=O)NN)C1)OC(F)(F)F